C(CCC)N(CCCC)CCCC tri(n-Butyl)amine